((R)-1-phenylethyl)-6-(6-(trifluoromethyl)pyridin-3-yl)-2,3,4,9-tetrahydro-1H-carbazol-1-amine C1(=CC=CC=C1)[C@@H](C)C1(CCCC=2C3=CC(=CC=C3NC12)C=1C=NC(=CC1)C(F)(F)F)N